N[C@H]1CS(C2=C(N(C1=O)CC1=CC=C(C=C1)C1=CC=C(C=C1)OC)C=C(C(=C2)F)C2=NOC(=N2)C(C)(S(=O)(=O)C)C)(=O)=O (3R)-3-amino-8-fluoro-5-[[4-(4-methoxyphenyl)phenyl]methyl]-7-[5-(1-methyl-1-methylsulfonyl-ethyl)-1,2,4-oxadiazol-3-yl]-1,1-dioxo-2,3-dihydro-1λ6,5-benzothiazepine-4-One